FC1=C(C=C(NC(CNC(=O)C2=NC(=CC=C2)C2=CC3=C(C(=CC=C3C=C2)COC)NC(C=C)=O)=O)C=C1)OC N-[2-(4-fluoro-3-methoxy-anilino)-2-oxo-ethyl]-6-[7-(methoxymethyl)-8-(prop-2-enoylamino)-2-naphthyl]pyridine-2-carboxamide